((5-(5-((R)-1-(3,5-Dichloropyridin-4-yl)ethoxy)-1-(tetrahydro-2H-pyran-2-yl)-1H-indazol-3-yl)pyridin-2-yl)imino)dimethyl-λ6-sulfanone ClC=1C=NC=C(C1[C@@H](C)OC=1C=C2C(=NN(C2=CC1)C1OCCCC1)C=1C=CC(=NC1)N=S(=O)(C)C)Cl